ClC=1C(=C2C=NNC2=CC1C)C1=C(C=2N=C(N=C(C2C=N1)N1C[C@@H](NCC1)CC#N)OC[C@]12CCCN2C[C@@H](C1)F)F 2-((2S)-4-(7-(5-chloro-6-methyl-1H-indazol-4-yl)-8-fluoro-2-(((2R,7aS)-2-fluorotetrahydro-1H-pyrrolizin-7a(5H)-yl)methoxy)pyrido[4,3-d]pyrimidin-4-yl)piperazin-2-yl)acetonitrile